N[C@H]1CS(C2=C(N(C1=O)CC1=CC=C(C=C1)Cl)C=C(C(=C2)F)C2=NN=C(O2)C(=O)NC(C)(C)C)(=O)=O 5-[(3R)-3-amino-5-[(4-chlorophenyl)methyl]-8-fluoro-1,1,4-trioxo-2,3-dihydro-1lambda6,5-benzothiazepin-7-yl]-N-tert-butyl-1,3,4-oxadiazole-2-carboxamide